(R)-1-(4-(3-((6-(3-(2-ethoxyphenoxy)piperidin-1-yl)pyrazin-2-yl)amino)-3-oxopropyl)phenyl)piperidine-4-carboxylic acid C(C)OC1=C(O[C@H]2CN(CCC2)C2=CN=CC(=N2)NC(CCC2=CC=C(C=C2)N2CCC(CC2)C(=O)O)=O)C=CC=C1